2-((R)-3-(1,1-difluoro-5-(4-methoxy-5,6,7,8-tetrahydro-1,8-naphthyridin-2-yl)pentyl)pyrrolidin-1-yl)acetic acid FC(CCCCC1=NC=2NCCCC2C(=C1)OC)(F)[C@H]1CN(CC1)CC(=O)O